N-(furan-2-ylmethyl)-3-(2-methyl-4-oxo-5,6-dihydro-2H-2,6-methanobenzo[g][1,3,5]oxadiazocin-3(4H)-yl)benzamide O1C(=CC=C1)CNC(C1=CC(=CC=C1)N1C2(OC3=C(C(NC1=O)C2)C=CC=C3)C)=O